N-((1r,3r)-3-((5-([1,2,4]triazolo[1,5-a]pyridin-6-yl)-4-methoxy-7H-pyrrolo[2,3-d]pyrimidin-2-yl)amino)-1-methylcyclobutyl)propionamide N=1C=NN2C1C=CC(=C2)C2=CNC=1N=C(N=C(C12)OC)NC1CC(C1)(C)NC(CC)=O